S-ethyl (1,3-dioxoisoindolin-2-yl)(4-methoxybenzyl)carbamothioate O=C1N(C(C2=CC=CC=C12)=O)N(C(SCC)=O)CC1=CC=C(C=C1)OC